((4-bromo-2-fluorophenyl)imino)dimethyl-λ6-sulfane BrC1=CC(=C(C=C1)N=[SH2](C)C)F